C1CCC12NCCC(C2)C(=O)[O-] 5-azaspiro[3.5]nonane-8-carboxylate